glycolic acid, chloride C(CO)(=O)Cl